NC=1C(=CC2=CC(=CC=C2C1)S(=O)(=O)O)S(=O)(=O)O.[Na] monosodium 3-amino-2,7-naphthalenedisulfonic acid